(S)-tert-butyl 2-((2-(2-cyclopropylphenyl)pyrrolidin-1-yl)methyl)-7-azaspiro[3.5]nonane-7-carboxylate C1(CC1)C1=C(C=CC=C1)[C@H]1N(CCC1)CC1CC2(C1)CCN(CC2)C(=O)OC(C)(C)C